IC1N(C=CN1C)C iodo-1,3-dimethylimidazole